lithium 2-(1-(2-(difluoromethoxy)pyridin-4-yl)azetidin-3-yl)acetate FC(OC1=NC=CC(=C1)N1CC(C1)CC(=O)[O-])F.[Li+]